C1CCCCCCCC=CCC1 cyclododecane-9-en